FC1=C(C=CC(=C1)F)[C@@H]1CCC2=NN(C(N21)=O)C21CC(C2)(C1)F (S)-5-(2,4-difluorophenyl)-2-(3-fluorobicyclo[1.1.1]pentan-1-yl)-2,5,6,7-tetrahydro-3H-pyrrolo[2,1-c][1,2,4]triazol-3-one